1-(3-methyl-5-(trifluoromethoxy)phenyl)-1H-imidazol-4-amine CC=1C=C(C=C(C1)OC(F)(F)F)N1C=NC(=C1)N